ClC1=CC=C2C3(C(N(C2=C1)C=1C=NN(C1)CCC)=O)CC1=CC=C(C=C1C3)C3=CC(=NO3)O 6'-chloro-5-(3-hydroxyisoxazol-5-yl)-1'-(1-propyl-1H-pyrazol-4-yl)-1,3-dihydrospiro[indene-2,3'-indolin]-2'-one